(2,6-Dichloro-4-pyridyl)-(4-pyridyl)methanone ClC1=NC(=CC(=C1)C(=O)C1=CC=NC=C1)Cl